valproyl-urea C(C(CCC)CCC)(=O)NC(=O)N